C1(=CC=CC=C1)C1N=C(CC1)NNC(=O)OCC Ethyl 2-(2-phenyl-3,4-dihydro-2H-pyrrol-5-yl)hydrazine-1-carboxylate